C(C)(C)(C)OC(=O)N(C(OC(C)(C)C)=O)C=1C2=C(N=CN1)N(C=C2C2=CC=C(C1=C2C=CO1)NC(=O)NC1=CC(=NN1C1=CC=CC=C1)C(C)(C)C)C1CC1 tert-butyl (tert-butoxycarbonyl)(5-(7-(3-(3-(tert-butyl)-1-phenyl-1H-pyrazol-5-yl)ureido)benzofuran-4-yl)-7-cyclopropyl-7H-pyrrolo[2,3-d]pyrimidin-4-yl)carbamate